C(C)(C)(C)C1CCC(CC1)C(=O)N1CCC(CC1)CN1[C@@H]([C@H]([C@@H]([C@H](C1)O)O)O)CO ((1s,4S)-4-(tert-butyl)cyclohexyl)(4-(((2R,3R,4R,5S)-3,4,5-trihydroxy-2-(hydroxymethyl)piperidin-1-yl)methyl)piperidin-1-yl)methanone